N-[(S)-{5-[2-(dimethylcarbamoyl)phenyl]-4,6-difluoro-1H-benzimidazol-2-yl}(4-methylcyclohexyl)methyl]-2-ethylpyrazole-3-carboxamide CN(C(=O)C1=C(C=CC=C1)C1=C(C2=C(NC(=N2)[C@@H](NC(=O)C=2N(N=CC2)CC)C2CCC(CC2)C)C=C1F)F)C